[6-(1H-Benzoimidazol-5-yl)-pyrimidin-4-yl]-[2-(7-fluoro-2,4-dimethyl-indol-1-yl)-ethyl]-amine N1C=NC2=C1C=CC(=C2)C2=CC(=NC=N2)NCCN2C(=CC1=C(C=CC(=C21)F)C)C